BrC=1C(NC(N(C1)[C@H]1C=C[C@H](O1)OCP(=O)(OC1=CC=CC=C1)N[C@@H](C)C(=O)OC(C)C)=O)=O isopropyl (((((2R,5R)-5-(5-bromo-2,4-dioxo-3,4-dihydropyrimidin-1(2H)-yl)-2,5-dihydrofuran-2-yl) oxy) methyl) (phenoxy)phosphoryl)-L-alaninate